C(C)(C)(C)OC(\C=C\C1=CC=C(C=C1)C1=CC(=C(C=C1)O)C12CC3CC(CC(C1)C3)C2)=O (E)-3-(3'-Adamantan-1-yl-4'-hydroxybiphenyl-4-yl)-acrylic acid tert-butyl ester